5-hydroxybicyclo[2.2.1]-2-heptene OC1C2C=CC(C1)C2